5-bromo-3-(1-(2-(1-((5-bromo-1-ethyl-1H-pyrazol-4-yl)methyl)-3-methyl-1H-1,2,4-triazol-5-yl)-5-fluorophenyl)ethoxy)pyridin-2-amine BrC=1C=C(C(=NC1)N)OC(C)C1=C(C=CC(=C1)F)C1=NC(=NN1CC=1C=NN(C1Br)CC)C